(Methyl(phenyl)amino)pyrimidine-4-carboxylic acid CN(C1=CC=CC=C1)C1=NC=CC(=N1)C(=O)O